COC=1C=C(C=CC1OC)C1=NN2C(C=C(C=C2)C2CCN(CC2)C2CCN(CC2)C(C)C)=N1 2-(3,4-dimethoxyphenyl)-7-(1'-isopropyl-[1,4'-bipiperidin]-4-yl)-[1,2,4]triazolo[1,5-a]pyridine